ClC1=CC=C(C=C1)N1C(=NC2=C1C=NC=C2)C=2C=CC(=NC2)NS(=O)(=O)C N-{5-[3-(4-Chlorophenyl)-3H-imidazo[4,5-c]pyridin-2-yl]pyridin-2-yl}methanesulfonamide